BrC=1C=CC=2N(C3=CC=C(C=C3C2C1)Br)C[C@@H](CN1CCN(CC1)CCCCC(=O)OCC)O ethyl (R)-5-(4-(3-(3,6-dibromo-9H-carbazol-9-yl)-2-hydroxypropyl)piperazin-1-yl)pentanoate